BrC1=CC(=CC=C1)Br 2,6-dibromo-benzene